N-(6-(1-(2,6-difluorobenzyl)-5-((dimethylamino)methyl)-6-(4-(3-methoxyureido)benzeneyl)-2,4-dioxo-1,2-dihydrothieno[2,3-d]pyrimidin-3(4H)-yl)pyridin-3-yl)-N-methylmethanesulfonamide FC1=C(CN2C(N(C(C3=C2SC(=C3CN(C)C)C3=CC=C(C=C3)NC(=O)NOC)=O)C3=CC=C(C=N3)N(S(=O)(=O)C)C)=O)C(=CC=C1)F